C(C1CO1)OCC(COCC1CO1)COCC1CO1 1,1,1-tri(glycidyloxymethyl)methane